(E)-tert-butyl hept-2-enoate C(\C=C\CCCC)(=O)OC(C)(C)C